tributylphosphine telluride C(CCC)P(CCCC)(CCCC)=[Te]